(2R)-2-[4-chloro-5-fluoro-2-(1,2-oxazol-3-yl)phenoxy]-3-fluoropropionic acid ClC1=CC(=C(O[C@H](C(=O)O)CF)C=C1F)C1=NOC=C1